2-bromo-2,2-difluoro-1-(1,2,3,4-tetrahydronaphthalen-2-yl)ethane-1-one BrC(C(=O)C1CC2=CC=CC=C2CC1)(F)F